C[C@H]1O[C@H](CN(C1)C=1C=C2C(=CN1)O[C@]1(CN[C@H](C1)C)C2)C (2R,5'S)-5-((2R,6S)-2,6-dimethylmorpholino)-5'-methyl-3H-spiro[furo[2,3-c]pyridine-2,3'-pyrrolidine]